BC1=C(CC(N)C)C=CC=C1 o-boryl-amphetamine